2,5-di(t-butylperoxyisopropyl)-2,5-dimethylhexane C(C)(C)(C)OOC(C)(C)C(C)(CCC(C)(C)C(C)(C)OOC(C)(C)C)C